C(#N)C1=C(C=CC(=C1)C(F)(F)F)N1CCC(CC1)(C(=O)NCCNC)C=1C=C(C(=NC1)C=1C(=NC=CC1)OCC)F 1-[2-cyano-4-(trifluoromethyl)phenyl]-4-{2'-ethoxy-3-fluoro-[2,3'-bipyridin]-5-yl}-N-[2-(methylamino)ethyl]piperidine-4-carboxamide